4-bromo-1H-pyrrolo[2,3-b]pyridine-7-oxide BrC1=C2C(=[N+](C=C1)[O-])NC=C2